COC=1C=C(C(=NC1)NC1=NC=NC(=C1)N)S(=O)(=O)C N4-(5-methoxy-3-(methylsulfonyl)pyridin-2-yl)pyrimidine-4,6-diamine